Thiophene-3,5-dicarboxylic acid 3,5-dimethyl ester COC(=O)C1=CSC(=C1)C(=O)OC